CC1COCCN1[C@@]1(C=C2C=3C(N(NC3CCNC2)C2=NNC=C2)=N1)C(C)=O (R)-1-(4-(3-methylmorpholino)-2-(1H-pyrazol-3-yl)-2,6,8,9-tetrahydro-7H-1,2,3,7-tetraazabenzo[cd]azulene-4-yl)ethan-1-one